2,6-bis[(2S,5S)-4,4-diphenyl-1-aza-3-oxabicyclo[3.3.0]octan-2-yl]pyridine diethyl-peroxyterephthalate C(C)OOC(C1=CC=C(C(=O)OCC)C=C1)=O.C1(=CC=CC=C1)C1(O[C@H](N2CCC[C@@H]12)C1=NC(=CC=C1)[C@H]1N2CCC[C@H]2C(O1)(C1=CC=CC=C1)C1=CC=CC=C1)C1=CC=CC=C1